3,5-difluoro-4-[([3-methyl-1H-pyrazolo[3,4-b]pyridin-5-yl]oxy)methyl]pyridin FC=1C=NC=C(C1COC=1C=C2C(=NC1)NN=C2C)F